Cyclohexadec-8(7)-en-1-one C1(CCCCCC=CCCCCCCCC1)=O